2-(3-Methyl-4-(methylsulfonyl)piperazin-1-yl)propan-1-ol CC1CN(CCN1S(=O)(=O)C)C(CO)C